8-(5-methoxy-2-(pyridin-4-yl)pyrido[3,4-d]pyrimidin-4-yl)-2,8-diazaspiro[4.5]decan-1-one COC1=CN=CC=2N=C(N=C(C21)N2CCC1(CCNC1=O)CC2)C2=CC=NC=C2